2-[(2r,3s)-2-amino-3-fluorobutyl]-5-chloro-3-methyl-N-[(1,3-thiazol-2-yl)methyl]thieno[3,2-b]pyridin-7-amine dihydrochloride Cl.Cl.N[C@H](CC1=C(C2=NC(=CC(=C2S1)NCC=1SC=CN1)Cl)C)[C@H](C)F